C(C)(C)(C)C=1C=C(C=C(C1O)C(C)(C)C)CCC(=O)OCCOCCOC(CCC1=CC(=C(C(=C1)C(C)(C)C)O)C(C)(C)C)=O diethyleneglycol bis[3-[3,5-di-tert-butyl-4-hydroxyphenyl] propionate]